1-(6-(1-methyl-1H-pyrazol-4-yl)-1H-indol-3-yl)-2-phenylethan-1-one CN1N=CC(=C1)C1=CC=C2C(=CNC2=C1)C(CC1=CC=CC=C1)=O